2,2'-Ethylenedioxydiethyl bis(2-ethylhexanoate) C(C)C(C(=O)OCCOCCOCCOC(C(CCCC)CC)=O)CCCC